C(C(C)C)C1=CC(=C(C#N)C(=C1)OC(F)(F)F)N1C[C@@H](N(CC1)CC=1N=NC=CC1)C (S)-4-isobutyl-2-(3-methyl-4-(pyridazin-3-ylmethyl)piperazin-1-yl)-6-(trifluoromethoxy)benzonitrile